(3-benzyl-3-(1-(4-fluorophenyl)-6-methyl-1H-indazol-5-yl)pyrrolidin-1-yl)(pyrazolo[1,5-a]pyrimidin-3-yl)methanone C(C1=CC=CC=C1)C1(CN(CC1)C(=O)C=1C=NN2C1N=CC=C2)C=2C=C1C=NN(C1=CC2C)C2=CC=C(C=C2)F